BrC1=CC(=CC2=CC=CC=C12)C 1-bromo-3-methylnaphthalene